COC1=CC=CC2=C1N=C(O2)C2=C1C=C(N=CC1=C(N=C2)NC([2H])([2H])[2H])NC(=O)C2CC2 N-(5-(4-methoxybenzo[d]oxazol-2-yl)-8-((methyl-d3)amino)-2,7-naphthyridin-3-yl)cyclopropanecarboxamide